Cl.NC(=O)NC1=C(OCC(=O)N2[C@@H](CN(CC2)CC2=CC=C(C=C2)F)C)C=CC(=C1)Cl (2R)-1-[[2-[(aminocarbonyl)amino]-4-chlorophenoxy]acetyl]-4-[(4-fluorophenyl)methyl]-2-methylpiperazine monohydrochloride